6-(8-fluoro-7-(8-fluoronaphthalen-1-yl)-2-((hexahydro-1H-pyrrolizin-7a-yl)methoxy)pyrido[4,3-d]pyrimidin-4-yl)hexahydro-2,6-naphthyridine-1,3(2H,4H)-dione FC1=C(N=CC2=C1N=C(N=C2N2CC1CC(NC(C1CC2)=O)=O)OCC21CCCN1CCC2)C2=CC=CC1=CC=CC(=C21)F